ClC1=CC=C2NC=3CC(CC(C3C(C2=C1)=O)=O)C1CC1 7-chloro-3-cyclopropyl-3,4-dihydroacridine-1,9(2H,10H)-dione